2,5-Dimethoxy-2,5-dihydrofuran COC1OC(C=C1)OC